BrC1=CC=C(CC(C#N)C(CC)=O)C=C1 2-(4-bromobenzyl)-3-oxopentanenitrile